(S)-N-(5-methyl-4-oxo-7-(8-oxa-2-azaspiro[4.5]decan-2-yl)-2,3,4,5-tetrahydropyrido[3,2-b][1,4]oxazepin-3-yl)-4-phenoxypyridineamide CN1C2=C(OC[C@@H](C1=O)NC(=O)C1=NC=CC(=C1)OC1=CC=CC=C1)C=CC(=N2)N2CC1(CC2)CCOCC1